N1-((R)-3-amino-2-hydroxypropyl)-4-((1R,5S,8R)-8-(aminomethyl)-3-azabicyclo[3.2.1]octan-3-yl)-3-(2H-tetrazol-5-yl)benzene-1,2-disulfonamide NC[C@H](CNS(=O)(=O)C=1C(=C(C(=CC1)N1C[C@@H]2CC[C@H](C1)C2CN)C=2N=NNN2)S(=O)(=O)N)O